O1COC2=C1C=CC(=C2)N2CCN(CC2)C(=O)OC(C)(C)C 1-Tert-butyl 4-(benzo[d][1,3]dioxol-5-yl)piperazine-1-carboxylate